CN1C(NC2=C1C=CC(=C2)[N+](=O)[O-])=O 1-methyl-5-nitro-1,3-dihydro-2H-benzo[d]imidazole-2-one